FC1=C(C=CC=C1)C1=CC(=CN1S(=O)(=O)C1=CC(=CC=C1)NC(COC)=O)CN(C(OC(C)(C)C)=O)C tert-butyl ((5-(2-fluorophenyl)-1-((3-(2-methoxyacetamido)phenyl)sulfonyl)-1H-pyrrol-3-yl) Methyl)(methyl)carbamate